N-(3-benzyloxy-6-chloro-pyrazin-2-yl)-6-methoxy-1,3-dihydropyrrolo[3,4-c]pyridine-2-carboxamide C(C1=CC=CC=C1)OC=1C(=NC(=CN1)Cl)NC(=O)N1CC=2C=NC(=CC2C1)OC